C(C1=CNC=CC1)(=O)N 1,4-Dihydronicotinamid